O1C(CCC1)COC1=NC(=CC(=N1)C1C(COCC1)O)N1N=C(C=C1)C=1C=C(C=CC1)C 4-(2-((tetrahydrofuran-2-yl)methoxy)-6-(3-(m-tolyl)-1H-pyrazol-1-yl)pyrimidin-4-yl)tetrahydro-2H-pyran-3-ol